3-(4-((((Cyclopropylmethyl)amino)methyl)-1H-Imidazol-2-yl)-1H-Indazol-6-yl)-5-Ethyl-2-Fluorophenol C1(CC1)CNCN1C(=NC=C1)C1=C2C=NNC2=CC(=C1)C=1C(=C(C=C(C1)CC)O)F